2,5-dihydro-1H-silole [SiH2]1CC=CC1